FC(S(=O)(=O)N1C[C@H]([C@@H](C1)C)NC(CC=1N=CC2=CC=C(C=C2C1)C1=NC(=CC=C1)N1C[C@@H](O[C@@H](C1)C)C)=O)F N-((3S,4R)-1-((difluoromethyl)sulfonyl)-4-methylpyrrolidin-3-yl)-2-(6-(6-((cis)-2,6-dimethylmorpholino)pyridin-2-yl)isoquinolin-3-yl)acetamide